[C-]1(C=CC=C1)C(=O)Cl.[CH-]1C=CC=C1.[Fe+2] ferroceneformyl chloride